BrC1=CN(C2=C1N=CNC2=O)C2=CC=CC=C2 7-bromo-5-phenyl-3,5-dihydro-pyrrolo[3,2-d]pyrimidin-4-one